(S)-3-(8-(2,6-dichloro-4-fluorophenyl)chroman-5-yl)-2-(2,6-dichlorobenzamido)propionic acid ClC1=C(C(=CC(=C1)F)Cl)C=1C=CC(=C2CCCOC12)C[C@@H](C(=O)O)NC(C1=C(C=CC=C1Cl)Cl)=O